6-(but-3-en-1-yl)-5-(3-(trifluoromethyl)phenyl)pyrimidine-2,4-diamine C(CC=C)C1=C(C(=NC(=N1)N)N)C1=CC(=CC=C1)C(F)(F)F